C1(=CC=CC=C1)P(C=1C=CC=C2CC[C@@]3(C12)CCOC1=CC=CC=C13)C1=CC=CC=C1 (R)-7'-diphenylphosphino-2',3'-dihydrospiro[chromane-4,1'-indene]